N[C@@H](CS)C(=O)O E-cysteine